OC(C(C(=O)O)O)C(=O)O.[C@@H]1([C@H](O)[C@H](O)[C@@H](CO)O1)N1C=NC=2C(N)=NC=NC12 adenosine dihydroxysuccinate